Cl.C(C)[C@H]1N(CCNC1)C(C)=O (R)-2-ethyl-1-(acetyl)piperazine hydrochloride